(S)-N-(7-methoxy-4-(1-methyl-3-phenyl-1H-pyrazol-4-yl)quinazolin-6-yl)-2-(tetrahydrofuran-2-yl)acetamide COC1=C(C=C2C(=NC=NC2=C1)C=1C(=NN(C1)C)C1=CC=CC=C1)NC(C[C@H]1OCCC1)=O